N,N-Dibenzyl-benzthiazolylsulfenamid C(C1=CC=CC=C1)N(SC=1SC2=C(N1)C=CC=C2)CC2=CC=CC=C2